2-(chloromethyl)-5-(4-methylphenyl)-1,3,4-oxadiazole ClCC=1OC(=NN1)C1=CC=C(C=C1)C